FC=1C(=NC=CC1)CN1C(C(=C(C=2C1=NC=CN2)C)C2CCN(CC2)C2=C(C=CC=C2)C(F)(F)F)=O 5-((3-fluoropyridin-2-yl)methyl)-8-methyl-7-(1-(2-(trifluoromethyl)phenyl)piperidin-4-yl)pyrido[2,3-b]pyrazin-6(5H)-one